ClC1=CC=C(C=C1)S[C@@H]1[C@H]([C@H]([C@@H](C1)N1N=CC\2=C1NC=N/C2=N/N)O)O (1S,2S,3S,5R)-3-((4-chlorophenyl)thio)-5-((E)-4-hydrazineylidene-4,7-dihydro-1H-pyrazolo[3,4-d]pyrimidin-1-yl)cyclopentane-1,2-diol